COCCNC1=NC=C(C=C1)[N+](=O)[O-] N-(2-methoxyethyl)-5-nitropyridin-2-amine